carbon benzyloxylysine methyl ester COC([C@@H](NOCC1=CC=CC=C1)CCCCN)=O.[C]